1-(5-(4-AMINO-1-(3,3-DIFLUOROCYCLOBUTYL)-1H-PYRAZOLO[3,4-D]PYRIMIDIN-3-YL)IMIDAZO[1,2-A]PYRIDIN-8-YL)-3-(5-(1-(TRIFLUOROMETHYL)CYCLOPROPYL)ISOXAZOL-3-YL)UREA NC1=C2C(=NC=N1)N(N=C2C2=CC=C(C=1N2C=CN1)NC(=O)NC1=NOC(=C1)C1(CC1)C(F)(F)F)C1CC(C1)(F)F